BrC=1C(=NC(=NC1)Cl)OCC[Si](C)(C)C 5-bromo-2-chloro-4-(2-(trimethylsilyl)ethoxy)pyrimidine